CNCCN1CCC(CC1)C=1C=C2C(=C(NC2=CC1)C=1C=CC2=C(OCCN2C)C1)C n-methyl-2-(4-(3-methyl-2-(4-methyl-3,4-dihydro-2H-benzo[b][1,4]oxazin-7-yl)-1H-indol-5-yl)piperidin-1-yl)ethan-1-amine